1H-Inden-5-ol C1C=CC2=CC(=CC=C12)O